O\C=C/1\[C@H](C2C3CCC=4C=CC=CC4C3CC[C@@]2(C1=O)C)CCC(=O)NC1=NC=CN=C1 3-((13S,15S,Z)-16-(hydroxymethylene)-13-methyl-17-oxo-7,8,9,11,12,13,14,15,16,17-decahydro-6H-cyclopenta[a]phenanthren-15-yl)-N-(pyrazin-2-yl)propanamide